dimethylbismuthanylamino(methyl)bismuthanyl(dimethylbismuthanyl)amine C[Bi](C)N[BiH]N([Bi](C)C)C